CN(S(=O)(=O)C)C1=C(C=CC=C1)C(=O)N1CCC2=CC(=CC=C12)S(=O)(=O)N1CCN(CC1)C=1N=NC=CC1 N-methyl-N-(2-(5-((4-(pyridazin-3-yl)piperazin-1-yl)sulfonyl)indoline-1-carbonyl)phenyl)methanesulfonamide